C(C)(=O)OCC(=O)N(CCCN1C(C2=CC=CC=C2C1=O)=O)[C@H](C(C)(C)C)C1=NN(C=C1CC1=CC=CC=C1)C1=C(C=CC(=C1)F)F 2-({(1R)-1-[4-Benzyl-1-(2,5-difluorophenyl)-1H-pyrazole-3-yl]-2,2-dimethylpropyl}[3-(1,3-dioxo-1,3-dihydro-2H-isoindol-2-yl)propyl]amino)-2-oxoethyl acetate